1,5-dimethylimidazole CN1C=NC=C1C